tert-butyl 4-[5-methyl-1-[5-(trifluoromethyl)pyrazin-2-yl]pyrazol-3-yl]piperazine-1-carboxylate CC1=CC(=NN1C1=NC=C(N=C1)C(F)(F)F)N1CCN(CC1)C(=O)OC(C)(C)C